bis(chloroacetyl)-diethylenetriamine ClCC(=O)N(CCNCCN)C(CCl)=O